FC(C(=O)O)(F)F.ClC1=CC2=C(N(C(N2C2CCNCC2)=O)CCN2CCOCC2)C=C1Cl 5,6-dichloro-1-(2-morpholinoethyl)-3-(piperidine-4-yl)-1,3-dihydro-2H-benzo[d]Imidazol-2-one trifluoroacetate